6-bromo-2,3-diphenylbenzofuran BrC1=CC2=C(C(=C(O2)C2=CC=CC=C2)C2=CC=CC=C2)C=C1